NC1=C(C(=NN1C(C)C)C1=NC=C(C=C1)C(C)C(NC1=CC(=NO1)C(C(F)(F)F)(C)C)=O)C(=O)N 5-Amino-1-isopropyl-3-[5-(1-[[3-(1,1,1-trifluoro-2-methylpropan-2-yl)-1,2-oxazol-5-yl]carbamoyl]ethyl)pyridin-2-yl]pyrazole-4-carboxamide